C(C1=CC=CC=C1)N1C(=NC2=C1C=C(C=C2NS(=O)(=O)CC)C=2C1=C(C(N(C2)C)=O)NC=C1)C N-(1-benzyl-2-methyl-6-(6-methyl-7-oxo-6,7-dihydro-1H-pyrrolo[2,3-c]pyridin-4-yl)-1H-benzo[d]imidazol-4-yl)ethanesulfonamide